C(C(=C)C)(=O)OCCC1C(OC1)C 3-(methacryloyloxyethyl)-2-methyloxetane